C1=CC(=C(C=C1CNC(=O)CCl)Cl)Cl 2-chloro-N-(3,4-dichlorobenzyl)acetamide